4-((4-((2S,4S)-4-ethoxy-1-((5-methoxy-7-methyl-1H-indol-4-yl)-methyl)piperidin-2-yl)benzoyl)oxy)benzoic acid C(C)O[C@@H]1C[C@H](N(CC1)CC1=C2C=CNC2=C(C=C1OC)C)C1=CC=C(C(=O)OC2=CC=C(C(=O)O)C=C2)C=C1